Oxazinamine benzoate C(C1=CC=CC=C1)(=O)O.O1NC(=CC=C1)N